NC1CCN(CC1)C1=NC=C(C(=N1)C1=CC(=C(C#N)C=C1)F)C=1C=NN(C1)CC(F)(F)F 4-[2-(4-aminopiperidin-1-yl)-5-[1-(2,2,2-trifluoroethyl)pyrazol-4-yl]pyrimidin-4-yl]-2-fluorobenzonitrile